(2S)-2,6-bis{[(benzyloxy)carbonyl]Amino}hexanoic acid C(C1=CC=CC=C1)OC(=O)N[C@H](C(=O)O)CCCCNC(=O)OCC1=CC=CC=C1